C(N)(OC1=NC=NC(=C1)NC(=O)OC1=CC=CC=C1)=O (6-((phenoxycarbonyl) amino) pyrimidin-4-yl) carbamate